Methyl 7-amino-6-carbamoyl-8-(3-hydroxy-2-methylphenyl)imidazo[1,2-a]pyridine-3-carboxylate NC1=C(C=2N(C=C1C(N)=O)C(=CN2)C(=O)OC)C2=C(C(=CC=C2)O)C